(R)-6-(5-(3-aminopiperidine-1-carbonyl)-7-methoxy-1-methyl-1H-benzo[d]imidazol-2-yl)-3,4-dihydro-[1,4]diazepino[3,2,1-hi]indol-2(1H)-one N[C@H]1CN(CCC1)C(=O)C1=CC2=C(N(C(=N2)C=2N3C4=C(C=CC=C4C2)NC(CC3)=O)C)C(=C1)OC